N-(4-bromo-2,5-difluorophenyl)-6,6-difluoro-4,5,6,7-tetrahydro-1H-indole-3-sulfonamide BrC1=CC(=C(C=C1F)NS(=O)(=O)C1=CNC=2CC(CCC12)(F)F)F